(6-Amino-1,3-dihydro-2H-pyrrolo[3,4-c]pyridin-2-yl)(2-(benzyloxy)-4-(difluoromethyl)-6-hydroxyphenyl)methanone NC1=CC2=C(C=N1)CN(C2)C(=O)C2=C(C=C(C=C2O)C(F)F)OCC2=CC=CC=C2